1-(5-(methyl(propyl)amino)-4-(trifluoromethyl)pyridin-3-yl)piperidine-4-carbonitrile CN(C=1C(=C(C=NC1)N1CCC(CC1)C#N)C(F)(F)F)CCC